ClC1=C(OCC(=O)OCC)C=C(C(=C1)F)N1N=CC(=C(C1=O)C)C(F)(F)F ethyl [2-chloro-4-fluoro-5-[5-methyl-6-oxo-4-(trifluoromethyl)-1(6H)-pyridazinyl]phenoxy]acetate